tert-butyl (1-((2-(N,N-bis(4-methoxybenzyl)sulfamoyl)-4-iodo-3-(2-(4-methoxybenzyl)-2H-tetrazol-5-yl)phenyl)thio)-2-methylpropan-2-yl)carbamate COC1=CC=C(CN(S(=O)(=O)C2=C(C=CC(=C2C=2N=NN(N2)CC2=CC=C(C=C2)OC)I)SCC(C)(C)NC(OC(C)(C)C)=O)CC2=CC=C(C=C2)OC)C=C1